ClC1=CC=C(C=C1)C(F)(F)F p-Chloro-benzotrifluorid